C(C1=CC=CC=C1)N1[C@H](CN(CC1)CC1=CC=CC=C1)CCNC(=O)OC1(N(CCC1)C(=O)[O-])CC1=CC=C(C=C1)OC ((2-[(2S)-1,4-dibenzylpiperazin-2-yl]ethylcarbamoyl)oxy)-2-[(4-methoxyphenyl)methyl]pyrrolidine-1-carboxylate